C1(CCC1)C1=C(C=C(C=C1)OC)C1CCC(CC1)COC=1C=C(C=CC1)[C@@H](CP(O)(=O)C)C1CC1 ((S)-2-(3-(((1r,4S)-4-(2-cyclobutyl-5-methoxyphenyl)cyclohexyl)methoxy)phenyl)-2-cyclopropylethyl)(methyl)phosphinic acid